O=C1C(=C(C=NN1)N1C(C2=CC=CC=C2C1)COC(C(=O)O)=CC)C(F)(F)F ([2-[oxo-5-(trifluoromethyl)-1,6-dihydropyridazin-4-yl]-2,3-dihydro-1H-isoindol-1-yl]methoxy)but-2-enoic acid